NC1=CC(=C(OC2=C(C(=NC=C2)NC(OC(C)(C)C)=O)CO)C=C1)F tert-butyl (4-(4-amino-2-fluorophenoxy)-3-(hydroxymethyl)pyridin-2-yl)carbamate